OCCCO[C@H]1[C@@H](C[C@](SC2=CC=C(C=C2)C)(O[C@@H]1COCC1=CC=C(C=C1)OC)N=[N+]=[N-])OCC1=CC=CC=C1 p-Tolyl 4-O-(3-hydroxy propyl)-2-deoxy-azido-3-O-benzyl-6-O-para-methoxylbenzyl-1-thio-β-D-glucopyranoside